2-(3-((R or S)-1-(((S)-((R)-7-fluoro-1,2,3,4-tetrahydro-1,5-naphthyridin-3-yl)(phenyl)methyl)amino)propan-2-yl)-4-methylphenyl)acetic acid FC1=CN=C2C[C@H](CNC2=C1)[C@@H](C1=CC=CC=C1)NC[C@H](C)C=1C=C(C=CC1C)CC(=O)O |o1:20|